C(C)OC(NC1=C(C=C(C=C1)NCC1=CC(=CC=C1)F)OC)=O [4-(3-Fluorobenzylamino)-2-methoxyphenyl]-carbamic acid ethyl ester